N1=C(C=CC=C1)NC(=O)NC1=CC=C(C=C1)B1OC(C(O1)(C)C)(C)C 1-(Pyridin-2-yl)-3-(4-(4,4,5,5-tetramethyl-1,3,2-dioxaborolan-2-yl)phenyl)urea